N-(3-fluoro-4-(piperidin-1-yl)phenyl)-5-methyl-2-(1H-pyrazol-1-yl)oxazole-4-carboxamide FC=1C=C(C=CC1N1CCCCC1)NC(=O)C=1N=C(OC1C)N1N=CC=C1